N1=C(C=CC2=CC=CC=C12)OC1=CC=C(OC(C(=O)O)C)C=C1 2-(4-(quinolin-2-yloxy)phenoxy)propanoic acid